3-(5-(4-(1-(4-(2-amino-9-chloro-10-oxo-10H-chromeno[3,2-b]pyridin-3-yl)benzyl)piperidin-4-yl)piperazin-1-yl)-1-oxoisoindolin-2-yl)piperidine-2,6-dione NC1=C(C=C2C(=N1)C(C=1C(=CC=CC1O2)Cl)=O)C2=CC=C(CN1CCC(CC1)N1CCN(CC1)C=1C=C3CN(C(C3=CC1)=O)C1C(NC(CC1)=O)=O)C=C2